FC=1C=C(C=C(C1F)N1CCNCC1)C=1C=C2C(=NC1)NC=C2C=2C=CC=1N(C2)N=CN1 6-(5-(3,4-difluoro-5-(piperazin-1-yl)phenyl)-1H-pyrrolo[2,3-b]pyridin-3-yl)-[1,2,4]triazolo[1,5-a]pyridine